C(#N)C=1C(=NC(=NC1)N[C@@H]1CC[C@H](CC1)N(C(OCC1=CC=CC=C1)=O)C1=NC=C(C=C1)C=1C=NC(=NC1)OC)N1CC(C1)(CO)F benzyl (trans-4-((5-cyano-4-(3-fluoro-3-(hydroxymethyl)-azetidin-1-yl)pyrimidin-2-yl)amino)cyclohexyl)(5-(2-methoxypyrimidin-5-yl)pyridin-2-yl)carbamate